N1=CC(=CC=C1)C1=CCN2CCC1CC2 4-(3-pyridinyl)-1-azabicyclo[3.2.2]non-3-ene